OC(C)(C)C1C(C1)C(=O)N 2-(2-hydroxypropan-2-yl)cyclopropane-1-carboxamide